N1C(CCC1)C(=O)N pyrrolidin-2-carboxamide